C(#N)C1=NC=C(C(=C1)C1=CC=2N(C=C1)N=C(C2)NC(=O)C2CC2)OC2CC(C2)CO N-[5-[2-cyano-5-[3-(hydroxymethyl)cyclobutoxy]-4-pyridyl]pyrazolo[1,5-a]pyridin-2-yl]cyclopropanecarboxamide